BrC=1C(=C(C(=NC1)Cl)N1N=CC=C1)C(=O)NCC(F)(F)C1=C(C=C(C=C1)C)C 5-bromo-2-chloro-N-[2-(2,4-dimethylphenyl)-2,2-difluoro-ethyl]-3-pyrazol-1-yl-pyridine-4-carboxamide